N-L-norvalyl-L-tyrosine N[C@@H](CCC)C(=O)N[C@@H](CC1=CC=C(C=C1)O)C(=O)O